(2-hydroxy-1,1-dimethyl-ethoxy)-amide OCC(O[NH-])(C)C